C(CCCCCCCCCCCCCCCCC)(=O)[O-].[Ba+2].C(CCCCCCCCCCCCCCCCC)(=O)[O-] barium stearate